5α-androstanedione C[C@@]12C(CC[C@H]1[C@@H]1CC[C@H]3CC(CC[C@]3(C)[C@H]1CC2)=O)=O